ClC1(C(C(=C(CC1)Cl)Cl)Cl)C1=CC=CC=2S(C3=CC=CC(=C3NC12)N(C)C)=NCC1=CC=C(CO)C=C1 4-(((1,2,3,4-tetrachloro-9-(dimethylamino)-5H-phenylphenothiazin-5-ylidene)amino)methyl)benzyl alcohol